Cl.ClC=1C=C2C3CCC(C2=CC1)N3C(C)C 4-Chloro-11-(propan-2-yl)-11-azatricyclo[6.2.1.02,7]undeca-2,4,6-triene hydrochloride